2-Methyl-N1-(5-(methylthio)pyrimidin-2-yl)-N3-(6-(oxazol-2-yl)benzo[d]thiazol-2-yl)propane-1,3-diamine CC(CNC1=NC=C(C=N1)SC)CNC=1SC2=C(N1)C=CC(=C2)C=2OC=CN2